C(C)(C)(C)C1=CC=C(C=C1)N(C1=CC2=C(OC3=C2C=CC=C3)C(=C1)C1=CC=CC=3C2=CC=CC=C2NC13)C1=CC(=CC(=C1)C(C)(C)C)C(C)(C)C N-(4-(tert-butyl)phenyl)-4-(9H-carbazol-1-yl)-N-(3,5-di-tert-butylphenyl)dibenzo[b,d]furan-2-amine